2,3-dimethyl-4-hydroxybenzaldehyde CC1=C(C=O)C=CC(=C1C)O